nonyl 7-hydroxy-8-((3-hydroxypropyl)amino)octanoate OC(CCCCCC(=O)OCCCCCCCCC)CNCCCO